C(=C)OC12C3CCCC3C(CC1)C2 tricyclo[5.2.1.02,6]decanyl vinyl ether